tert-butyl (3S,4S)-3-((2-((S)-1-amino-5-(tert-butoxy)-1,5-dioxopentan-2-yl)-1-oxoisoindolin-5-yl)oxy)-4-(methoxymethyl)pyrrolidine-1-carboxylate NC([C@H](CCC(=O)OC(C)(C)C)N1C(C2=CC=C(C=C2C1)O[C@@H]1CN(C[C@H]1COC)C(=O)OC(C)(C)C)=O)=O